C(C1=CC=CC=C1)OC1=C(C=CC(=C1)C(F)(F)F)C1=NNC(C=2N1C=CN2)=O 5-(2-(benzyloxy)-4-(trifluoromethyl)phenyl)imidazo[1,2-d][1,2,4]triazin-8(7H)-one